O1CCN(CC1)C1=NC=CC=C1CNC(=O)C1=CN=NC(=C1)C1=CC=C(C=C1)OCC(F)(F)F N-[(2-morpholino-3-pyridyl)methyl]-6-[4-(2,2,2-trifluoroethoxy)phenyl]pyridazine-4-carboxamide